2-(1-(4-bromophenyl)-3-(5-fluoropyridin-2-yl)-1H-pyrazol-4-yl)-5-methyloxazolidin-4-one BrC1=CC=C(C=C1)N1N=C(C(=C1)C1OC(C(N1)=O)C)C1=NC=C(C=C1)F